(S)-1-methyl-4',4'-diphenyl-5-(trifluoromethyl)-4',5'-dihydro-2'h-spiro[indol-3,1'-[1,2]oxazino[5,4-b]indol]-2-one CN1C([C@]2(NOC(C=3NC=4C=CC=CC4C32)(C3=CC=CC=C3)C3=CC=CC=C3)C3=CC(=CC=C13)C(F)(F)F)=O